CN(C1(CCC2(CN(C(N2)=O)CC2=CC=C(C=C2)OC)CC1)C1=CC=C(C=C1)OC)C CIS-8-Dimethylamino-8-(4-methoxyphenyl)-3-[(4-methoxyphenyl)-methyl]-1,3-diazaspiro[4.5]decan-2-one